NC(CC(=O)O)C(NCC(C)C1=CC=CC=C1)=O 3-amino-4-oxo-4-(2-phenylpropylamino)butanoic acid